COC1=CC=C(C=C1)S(=O)(=O)N1C[C@H](OC2=C(C1)C=CC(=C2)C(=O)OC)C Methyl (R)-4-((4-methoxyphenyl)sulfonyl)-2-methyl-2,3,4,5-tetrahydrobenzo[f][1,4]oxazepine-8-carboxylate